C(#N)C1=C(C=CC=C1)[C@@H]([C@H](C)C=1N(C(C(=C(N1)C(=O)NC=1C=NOC1)O)=O)C)C1=C(C=C(C=C1)F)F 2-((1r,2s)-1-(2-cyanophenyl)-1-(2,4-difluorophenyl)propan-2-yl)-5-hydroxy-N-(isoxazol-4-yl)-1-methyl-6-oxo-1,6-dihydropyrimidine-4-carboxamide